C(C)S(=O)(=O)NC1=C(C=C(C=C1)C1=NNC(=C1C(=O)N)NC1=NC=CN=C1)OCC1=CC(=CC=C1)F 3-(4-(ethylsulfonamido)-3-((3-fluorobenzyl)oxy)phenyl)-5-(pyrazin-2-ylamino)-1H-pyrazole-4-carboxamide